N[C@H]1CC(C([C@H](C(NC=2C=NN(C2C=2C=CN=C1C2)C)=O)C)[2H])[2H] (9R,13S)-13-amino-3,9-dimethyl(10,11-2H2)-3,4,7,15-tetraazatricyclo[12.3.1.02,6]octadeca-1(18),2(6),4,14,16-pentaen-8-one